OCCN1CCN(CC1)CCS(=O)(=O)O (4-(2-hydroxyethyl))-1-piperazineethanesulfonic acid